The molecule is a member of the class of dithiocarbamic acids that is dibutylcarbamic acid in which both of the oxygens are replaced by sulfur. It is a conjugate acid of a dibutyldithiocarbamate. CCCCN(CCCC)C(=S)S